pyridinium formaldehyde salt C=O.[NH+]1=CC=CC=C1